(1s,2r,5r)-3-(2-(2-amino-3-chloro-5-fluoroquinolin-7-yl)ethyl)-5-(4-isopropyl-7H-pyrrolo[2,3-d]pyrimidin-7-yl)cyclopent-3-ene-1,2-diol NC1=NC2=CC(=CC(=C2C=C1Cl)F)CCC=1[C@H]([C@H]([C@@H](C1)N1C=CC2=C1N=CN=C2C(C)C)O)O